[Ta].[Mn].[Sn] tin-manganese-tantalum